C(C)(C)(C)N=CC1=CC=C(C=C1)[N+](=O)[O-] tert-butyl-(4-nitro-benzylidene)amine